(6-cyclopropyl-2-(((2-((1S*,2S*)-2-(4-methylpyrimidin-2-yl)cyclopropyl)-4-(1H-1,2,4-triazol-1-yl)quinolin-7-yl)amino)methyl)imidazo[1,2-a]pyridin-8-yl)-3-methylimidazolidine-2,4-dione C1(CC1)C=1C=C(C=2N(C1)C=C(N2)CNC2=CC=C1C(=CC(=NC1=C2)[C@@H]2[C@H](C2)C2=NC=CC(=N2)C)N2N=CN=C2)N2C(N(C(C2)=O)C)=O |o1:24,25|